NC1=NC(=C2N=CN(C2=N1)[C@H]1[C@@H]([C@@H]([C@@](O1)(C(F)F)COP(=O)(O)OP(=O)(O)OP(=O)(O)O)O)O)N (((2R,3S,4R,5R)-5-(2,6-diamino-9H-purin-9-yl)-2-(difluoromethyl)-3,4-dihydroxytetrahydrofuran-2-yl)methyl)triphosphoric acid